2',5'-di(9H-carbazol-9-yl)-4,4''-bis(3,6-di-tert-butyl-9H-carbazol-9-yl)-6'-(4,6-diphenyl-1,3,5-triazin-2-yl)-[1,1':3',1''-terphenyl]-4'-carbonitrile C1=CC=CC=2C3=CC=CC=C3N(C12)C1=C(C(=C(C(=C1C1=CC=C(C=C1)N1C2=CC=C(C=C2C=2C=C(C=CC12)C(C)(C)C)C(C)(C)C)C#N)N1C2=CC=CC=C2C=2C=CC=CC12)C1=NC(=NC(=N1)C1=CC=CC=C1)C1=CC=CC=C1)C1=CC=C(C=C1)N1C2=CC=C(C=C2C=2C=C(C=CC12)C(C)(C)C)C(C)(C)C